CC1=C(C=C(C=C1)C)CC(C)=O 2,5-dimethylphenylacetone